1-(dibenzothiophen-2-yl)-[1]benzopyrano[3,4-d]imidazol-4(1H)-one C1=C(C=CC=2SC3=C(C21)C=CC=C3)N3C=NC2=C3C3=C(OC2=O)C=CC=C3